N1(CCCC1)C1=CC=C(C=C1)C(=C)C1=CC=CC=C1 1-[4-(1-pyrrolidinyl)phenyl]-1-phenylethene